2-(3-(2-Aminoethyl)-1H-indol-1-yl)-N-benzyl-7,8-dihydro-5H-pyrano[4,3-d]pyrimidin-4-amine NCCC1=CN(C2=CC=CC=C12)C=1N=C(C2=C(N1)CCOC2)NCC2=CC=CC=C2